2-(2',6'-dichloro-[3,4'-bipyridine]-4-carbonyl)-N-methylhydrazine-1-carbothioamide ClC1=NC(=CC(=C1)C=1C=NC=CC1C(=O)NNC(NC)=S)Cl